tert-butyl 4-[3-(trifluoromethyl)-1H-pyrazol-5-yl]piperidine-1-carboxylate FC(C1=NNC(=C1)C1CCN(CC1)C(=O)OC(C)(C)C)(F)F